ClC=1C=C(C=CC1Cl)C1=NN(C2=CC=C(C=C12)C(=O)N1CCOCC1)CC(F)F (3-(3,4-dichlorophenyl)-1-(2,2-difluoroethyl)-1H-indazol-5-yl)(morpholinyl)methanone